N-(3-(2,6-dioxopiperidin-3-yl)-4-oxo-3,4-dihydrobenzo[d][1,2,3]triazin-5-yl)acetamide methyl-(R)-(1-(benzo[d][1,3]dioxol-5-yl)propan-2-yl)carbamodithioate CN(C(=S)S)[C@@H](CC1=CC2=C(OCO2)C=C1)C.O=C1NC(CCC1N1N=NC2=C(C1=O)C(=CC=C2)NC(C)=O)=O